7-((1-((1-(4-amino-2-fluorophenyl)piperidin-4-yl)methyl)piperidin-4-yl)methoxy)-5-fluoro-2-(((tetrahydro-2H-pyran-4-yl)thio)methyl)quinazolin-4(3H)-one NC1=CC(=C(C=C1)N1CCC(CC1)CN1CCC(CC1)COC1=CC(=C2C(NC(=NC2=C1)CSC1CCOCC1)=O)F)F